N-(2-chloro-4-fluoro-3-iodophenyl)-1-cyclopropyl-N-((2-(trimethylsilyl)ethoxy)methyl)-methanesulfonamide ClC1=C(C=CC(=C1I)F)N(S(=O)(=O)CC1CC1)COCC[Si](C)(C)C